ClC(CN(C)C)C1=CC(=CC=C1)F 2-chloro-2-(3-fluorophenyl)-N,N-dimethylethan-1-amine